COC1=C(C=C(C=C1)N(C1=NC(=NC2=CC=CC=C12)C)C)C(C(=O)NN)(C)C 2-(2-Methoxy-5-(methyl-(2-methylquinazolin-4-yl)amino)phenyl)-2-methylpropanehydrazide